1-(4-bromo-3-methyl-phenyl)sulfonyl-N3-(2,4,6-trimethylphenyl)-1,2,4-triazole-3,5-diamine BrC1=C(C=C(C=C1)S(=O)(=O)N1N=C(N=C1N)NC1=C(C=C(C=C1C)C)C)C